C(CS)(=O)O.C(CS)(=O)O.C(CS)(=O)O.C(O)C(CC)(CO)CO trimethylolpropane tris(thio glycolate)